CN1N=C(C=C1)B1OC(C(O1)(C)C)(C)C 1-methyl-(4,4,5,5-tetramethyl-1,3,2-dioxaborolan-2-yl)pyrazole